ClC=1C=C(SC1)OC 4-chloro-2-methoxythiophene